tert-butyl N-[(3R,5S)-5-cyano-1-{2-[1-(cyclopropylmethyl)-1H-pyrrolo[2,3-b]pyridin-2-yl]-7-methoxy-1-methyl-1H-1,3-benzodiazole-5-carbonyl} piperidin-3-yl]carbamate C(#N)[C@H]1C[C@H](CN(C1)C(=O)C1=CC2=C(N(C(=N2)C2=CC=3C(=NC=CC3)N2CC2CC2)C)C(=C1)OC)NC(OC(C)(C)C)=O